6-[(4-methoxybenzyl)(4-dimethylaminobenzyl)aminocarbonyloxy]pyridine COC1=CC=C(CN(C(=O)OC2=CC=CC=N2)CC2=CC=C(C=C2)N(C)C)C=C1